BrC1=C(C=C2C(=NC(=NC2=C1F)O)O)C(F)F 7-Bromo-6-(difluoromethyl)-8-fluoroquinazoline-2,4-diol